C(C(O)CO)CCCCCCCCCCCCCCCCCC(=O)O.C(CCCCCCCCCCCCCCCCC)(=O)OCC(O)CO glyceryl monostearate (glyceryl monostearate)